tert-butyl 4-(3-isopropyl-2-(8-vinyl-[1,2,4]triazolo[1,5-a]pyridin-6-yl)-1H-indol-5-yl)piperidine-1-carboxylate C(C)(C)C1=C(NC2=CC=C(C=C12)C1CCN(CC1)C(=O)OC(C)(C)C)C=1C=C(C=2N(C1)N=CN2)C=C